C(=O)(O)C1(C(NC2=CC=CC=C12)=S)C(=O)O 3,3-dicarboxyl-indoline-2-thione